C(CN1C(=NC2=C1C=CC(=C2OC)C(N)=O)C2=CC=C(C=C2C(=O)O)CC)N2C(=NC1=C2C=CC(=C1OC)C(N)=O)C1=CC=C(C=C1C(=O)O)CC 6,6'-(Ethane-1,2-diylbis(5-carbamoyl-4-methoxy-1H-benzo[d]imidazole-1,2-diyl))bis(3-ethylbenzoic acid)